O[C@@H]1C[C@H](NC1)C(=O)N1CC2(C1)CNC2 2-[(2S,4R)-4-hydroxypyrrolidine-2-carbonyl]-2,6-diazaspiro[3.3]heptane